4-(naphthalen-1-yl)but-3-en-2-one C1(=CC=CC2=CC=CC=C12)C=CC(C)=O